(3S,4R)-METHYL-3-(N,N-BIS(4-METHOXYBENZYL)SULFAMOYL)-4-METHYLHEPT-6-ENOIC ACID CC(C(=O)O)[C@H]([C@@H](CC=C)C)S(N(CC1=CC=C(C=C1)OC)CC1=CC=C(C=C1)OC)(=O)=O